ClC1=C(C(=CC=C1Cl)OCC=C)C(O)C1=CC(=NC=C1)C [2,3-dichloro-6-(prop-2-en-1-yloxy)phenyl](2-methylpyridin-4-yl)methanol